BrC1=CC=2C(C3=CC(=CC=C3C2C=C1)Br)=O 2,7-dibromo-9H-fluoren-9-one